6-(4,4,5,5-tetramethyl-1,3,2-dioxaborolan-2-yl)-1,2,3,4-tetrahydroquinoline CC1(OB(OC1(C)C)C=1C=C2CCCNC2=CC1)C